[Si].[Nb].[Mo].[Al].[Cr].[Fe] iron-chromium-aluminum-molybdenum-niobium-silicon